copper-iron boron [B].[Fe].[Cu]